N-(3-Bromopropyl)-2-propenamide BrCCCNC(C=C)=O